OC1C(CN(CC1)C(=O)OC(C)(C)C)C tert-butyl 4-hydroxy-3-methyl-piperidine-1-carboxylate